ClC1=C(C=CC(=C1)CO)O 2-chloro-4-(hydroxymethyl)phenol